C(=O)C1=CC=C(C=C1)CCC1=CC=C(C=C1)C=O 1,2-bis(4-formylphenyl)Ethane